4-(2,2-dimethyl-1,3-dioxolan-4-yl)-1-((2-(trimethylsilyl)ethoxy)methyl)-1H-indazole-3-carbonitrile CC1(OCC(O1)C1=C2C(=NN(C2=CC=C1)COCC[Si](C)(C)C)C#N)C